1-(2-amino-5-chlorophenyl)-2,2,2-trichloroethan-1-one NC1=C(C=C(C=C1)Cl)C(C(Cl)(Cl)Cl)=O